C(C)(C)(C)OC(=O)N1C[C@H](CCC1)NC(C)=O (S)-3-acetylamino-piperidine-1-carboxylic acid tert-butyl ester